ClC1=CC(=NC(=N1)SC)[C@H](C)NC(C1=NC=C(C=C1)OC)=O (S)-N-(1-(6-chloro-2-(methylthio)pyrimidin-4-yl)ethyl)-5-methoxypicolinamide